6-(methyl-d3)-7-nitro-5,6-dihydropyrazino[2,3-c]Quinoline C(N1CC2=C(C=3C=CC=C(C13)[N+](=O)[O-])N=CC=N2)([2H])([2H])[2H]